C(=C)C1=CN(C(C2=CN=CC=C12)=O)CC=1N=C2N(C=C(C=C2)C)C1 4-ethenyl-2-({6-methylimidazo[1,2-a]pyridin-2-yl}methyl)-1,2-dihydro-2,7-naphthyridin-1-one